((S)-2-(((2R,3S,4R,5R)-5-(6-chloro-4-(cyclopentylamino)-1H-pyrazolo[3,4-d]pyrimidin-1-yl)-3,4-dihydroxytetrahydrofuran-2-yl)methoxy)-1-(2H-tetrazol-5-yl)propan-2-yl)phosphonic acid ClC1=NC(=C2C(=N1)N(N=C2)[C@H]2[C@@H]([C@@H]([C@H](O2)CO[C@@](CC=2N=NNN2)(C)P(O)(O)=O)O)O)NC2CCCC2